4-(3-methyl-4-methylsulfonyl-phenyl)-3-(trifluoromethoxy)-1-trityl-pyrazolo[4,3-b]pyridin-5-one CC=1C=C(C=CC1S(=O)(=O)C)N1C2=C(C=CC1=O)N(N=C2OC(F)(F)F)C(C2=CC=CC=C2)(C2=CC=CC=C2)C2=CC=CC=C2